C(C)(C)(C)OC(=O)N(CCCNC(OC(C)(C)C)=O)CCCCN(C(C)=O)CCCNC(=O)OC(C)(C)C 9-(tert-butoxycarbonyl)-14-(3-((tert-butoxycarbonyl)amino)propyl)-2,2-dimethyl-4,15-dioxo-3-oxa-5,9,14-triazahexadecane